C(CCCCCCCCCCC)OS(=O)(=O)C1=CC=CC=C1.[Na].C1(=CC=CC=C1)S(=O)(=O)OCCCCCCCCCCCC.[Na] sodium dodecyl benzenesulfonate sodium dodecyl-benzenesulfonate